6-(Cyclopropanecarboxamido)-4-((7-methoxy-1H-indazol-6-yl)amino)-N-(methyl-d3)nicotinamide C1(CC1)C(=O)NC1=NC=C(C(=O)NC([2H])([2H])[2H])C(=C1)NC1=CC=C2C=NNC2=C1OC